tert-butyl 9-[5-methyl-1-[4-(trifluoromethoxy)phenyl]pyrazol-3-yl]oxy-3-azaspiro[5.5]undecane-3-carboxylate CC1=CC(=NN1C1=CC=C(C=C1)OC(F)(F)F)OC1CCC2(CCN(CC2)C(=O)OC(C)(C)C)CC1